ClC=1C=C(C2=C(N1)N(N=C2C)C2COC2)C=O E-6-chloro-3-methyl-1-(oxetan-3-yl)-1H-pyrazolo[3,4-b]pyridine-4-carbaldehyde